COC1(CC(CC1)C1=CN=C(S1)N)OC 5-(3,3-dimethoxycyclopentyl)thiazol-2-amine